ClC1=NC=CC(=N1)N1CCN(CC1)C(C)C1=CC=CC=C1 2-chloro-4-(4-(1-phenylethyl)piperazin-1-yl)pyrimidine